(R)-1-(3-fluorophenyl)ethylamine FC=1C=C(C=CC1)[C@@H](C)N